tert-Butyl 2-methyl-4-(4,4,5,5-tetramethyl-1,3,2-dioxaborolan-2-yl)-3,6-dihydropyridine-1(2H)-carboxylate CC1N(CC=C(C1)B1OC(C(O1)(C)C)(C)C)C(=O)OC(C)(C)C